2-(4-cyclopropylpiperazin-1-yl)-N-(6-(1-methyl-1H-1,2,3-triazol-4-yl)isoquinolin-3-yl)acetamide C1(CC1)N1CCN(CC1)CC(=O)NC=1N=CC2=CC=C(C=C2C1)C=1N=NN(C1)C